{5-[(3S)-3-{[(1R)-1-(naphthalen-1-yl)ethyl]amino}tetrahydro-1H-pyrrol-1-yl]-2-(phenyloxy)phenyl}acetic acid C1(=CC=CC2=CC=CC=C12)[C@@H](C)N[C@@H]1CN(CC1)C=1C=CC(=C(C1)CC(=O)O)OC1=CC=CC=C1